(±)-trans-N-[8-(diphenylmethyleneamino)-6-(3-isopropyl-1-tetrahydropyran-2-yl-pyrazol-4-yl)-3-isoquinolinyl]2-fluoro-cyclopropanecarboxamide C1(=CC=CC=C1)C(C1=CC=CC=C1)=NC=1C=C(C=C2C=C(N=CC12)NC(=O)[C@H]1[C@@H](C1)F)C=1C(=NN(C1)[C@@H]1OCCCC1)C(C)C |&1:36|